[N+](=O)([O-])C=1C=C(C=CC1)CNC=1C=NC=C(C1)C1=NC=CC=N1 N-[(3-nitrophenyl)methyl]-5-(pyrimidin-2-yl)pyridin-3-amine